1-(2,2-difluoroethyl)-3-(1-ethyl-1H-pyrazol-5-yl)-5-nitro-1H-indazole FC(CN1N=C(C2=CC(=CC=C12)[N+](=O)[O-])C1=CC=NN1CC)F